(2S,3R,5R)-benzhydryl 3-(5-((2-chloro-3,4-bis((4-methoxybenzyl) oxy) benzamido) methyl) isoxazol-3-yl)-3-methyl-7-oxo-4-thia-1-azabicyclo[3.2.0]heptane-2-carboxylate 4,4-dioxide ClC1=C(C(=O)NCC2=CC(=NO2)[C@]2([C@@H](N3C(C[C@H]3S2(=O)=O)=O)C(=O)OC(C2=CC=CC=C2)C2=CC=CC=C2)C)C=CC(=C1OCC1=CC=C(C=C1)OC)OCC1=CC=C(C=C1)OC